N-(bicyclo[1.1.1]pentan-1-yl)-5-(4,4,5,5-tetramethyl-1,3,2-dioxaborolan-2-yl)pyridin-2-amine C12(CC(C1)C2)NC2=NC=C(C=C2)B2OC(C(O2)(C)C)(C)C